tetra-n-butylammonium fluoride trihydrate CCCC[N+](CCCC)(CCCC)CCCC.O.O.O.[F-]